(S)-1-isobutyl-7-(piperidin-3-ylamino)-2,6-naphthyridine-3-carbonitrile C(C(C)C)C1=NC(=CC2=CN=C(C=C12)N[C@@H]1CNCCC1)C#N